BrC1=C(C=C(C(=O)N2CC=3N(CC2)C(N(C3C(=O)NCC3=C(C=CC=C3)C3=NC=CC=N3)C3=CC=C(C=C3)N3N=CC=C3)=O)C=C1)Cl 7-(4-bromo-3-chloro-benzoyl)-3-oxo-2-(4-pyrazol-1-ylphenyl)-N-[(2-pyrimidin-2-ylphenyl)methyl]-6,8-dihydro-5H-imidazo[1,5-a]pyrazine-1-carboxamide